1-(3,5-dichloro-2'-hydroxy-3'-(3-(piperazin-1-yl)isoxazol-5-yl)-[1,1'-biphenyl]-4-yl)pyrrolidin-2-one ClC=1C=C(C=C(C1N1C(CCC1)=O)Cl)C1=C(C(=CC=C1)C1=CC(=NO1)N1CCNCC1)O